8-(naphthalene-1-sulfonamido)-N-((tetrahydro-2H-pyran-2-yl)oxy)chromane-2-carboxamide C1(=CC=CC2=CC=CC=C12)S(=O)(=O)NC=1C=CC=C2CCC(OC12)C(=O)NOC1OCCCC1